ClC=1C(=NC=CC1Cl)C(=O)C(C(=O)OCC)=CN(C)C ethyl 2-(3,4-dichloropyridine-2-carbonyl)-3-(dimethylamino)prop-2-enoate